CC=1N=C(SC1C)C=1C(=C(C(=O)N)C=CC1)C (4,5-dimethylthiazol-2-yl)-2-methylbenzamide